2-(((3S)-8-fluoro-6-(2-hydroxy-3-(piperazin-1-yl)propyl)-1-methyl-2-oxo-1,2,3,4,5,6-hexahydrobenzo[b][1,4]diazocin-3-yl)amino)-6-methyl-4-(trifluoromethyl)nicotinonitrile FC1=CC2=C(N(C([C@H](CCN2CC(CN2CCNCC2)O)NC2=C(C#N)C(=CC(=N2)C)C(F)(F)F)=O)C)C=C1